NC1=C(C(N(C2=C(C=CC=C12)C=1C=NC=CC1OC)C)=O)C(=O)NCCC 4-amino-8-(4-methoxy-3-pyridinyl)-1-methyl-2-oxo-N-propyl-quinoline-3-carboxamide